4,12-dibutyl-2,2,10-trimethyl-1,7,9,15-tetraoxa-4,12-diaza-8-stannaspiro[7.7]pentadecane C(CCC)N1CC(O[Sn]2(OCC1)OC(CN(CCO2)CCCC)C)(C)C